2-cyano-3-(6-(2-(5-(4-(diphenylamino)phenyl)thiophen-2-yl)vinyl)9-hexyl-9H-carbazol-3-yl)acrylic acid C(#N)C(C(=O)O)=CC=1C=CC=2N(C3=CC=C(C=C3C2C1)C=CC=1SC(=CC1)C1=CC=C(C=C1)N(C1=CC=CC=C1)C1=CC=CC=C1)CCCCCC